5-[(3R)-1-ethoxy-1-oxopentan-3-yl]-4-oxo-1,3-dihydro-phthalazine-2-carboxylic acid tert-butyl ester C(C)(C)(C)OC(=O)N1CC2=CC=CC(=C2C(N1)=O)[C@@H](CC(=O)OCC)CC